N,N-bis(3-tert-butyl-o-hydroxyphenylmethyl)-2,6-pyridinediamine C(C)(C)(C)C=1C(=C(C=CC1)CN(C1=NC(=CC=C1)N)CC1=C(C(=CC=C1)C(C)(C)C)O)O